4,4-dimethylcyclohexyl((2-(2,6-dioxopiperidin-3-yl)-3-oxoisoindolin-5-yl)methyl)carbamate CC1(CCC(CC1)N(C([O-])=O)CC=1C=C2C(N(CC2=CC1)C1C(NC(CC1)=O)=O)=O)C